BrC=1C(=CC(=NC1)C(C)(C)C)C1CCC(CC1)C(F)(F)F 5-bromo-2-tert-butyl-4-[4-(trifluoromethyl)cyclohexyl]pyridine